C(C)(=O)ON=C(CCCC)C(=O)C=1C=CC=2N(C3=CC=C(C=C3C2C1)C(C1=CC=C(C=C1)OC(=O)OCCC)=O)CC [1-[9-ethyl-6-(4-propoxycarbonyloxybenzoyl)carbazole-3-carbonyl]pentylideneamino] acetate